C(#N)[C@H](C[C@H]1C(NCC1)=O)NC([C@H](CC(C)(C)C)NC(=O)C=1NC2=C(C=CC(=C2C1)OC)C)=O N-[(2S)-1-({(1S)-1-cyano-2-[(3S)-2-oxopyrrolidin-3-yl]ethyl}amino)-4,4-dimethyl-1-oxopentan-2-yl]-4-methoxy-7-methyl-1H-indole-2-carboxamide